Methyl 1,2,3,4-tetrahydro-7-methyl-2,4-dioxo-3-[2-oxo-2-[[(tetrahydro-2-furanyl)methyl]amino]ethyl]-1-phenylpyrido[2,3-d]pyrimidine-5-carboxylate CC=1C=C(C2=C(N(C(N(C2=O)CC(NCC2OCCC2)=O)=O)C2=CC=CC=C2)N1)C(=O)OC